C(C1=CC=CC=C1)[C@@H]1CN(CC1)C1=CC=C(C=C1)N1N=NC2=C1C(=C(C(=C2)F)O)F (S)-1-(4-(3-Benzylpyrrolidin-1-yl)phenyl)-5,7-difluoro-1H-benzo[d][1,2,3]triazol-6-ol